N-(2,6-dichlorobenzoyl)-N'-(phenyl)urea ClC1=C(C(=O)NC(=O)NC2=CC=CC=C2)C(=CC=C1)Cl